[Si](C)(C)(C(C)(C)C)OCCC1(C2=C(NCCC1(F)F)C=CC(=C2)Cl)O 5-(2-(t-butyldimethylsilyloxy)ethyl)-7-chloro-4,4-difluoro-2,3,4,5-tetrahydro-1H-benzo[b]azepin-5-ol